O[C@H]1C=2C=CC(=CC2CC[C@H]1[C@H]1N2C(C3=CC=CC=C13)=CN=C2)C(=O)NC (5R,6S)-5-Hydroxy-6-((R)-5H-imidazo[5,1-a]isoindol-5-yl)-N-methyl-5,6,7,8-tetrahydronaphthalen-2-carboxamid